C1(=CC=CC=C1)N1C(NC[C@@H]1C(F)(F)F)=O (R)-1-phenyl-5-(trifluoromethyl)imidazolidin-2-one